(R)-2-(((3-butyl-3-ethyl-7-methoxy-1,1-dioxido-5-phenyl-2,3,4,5-tetrahydro-1,5-benzothiazepin-8-yl)methyl)thio)acetic acid C(CCC)[C@]1(CS(C2=C(N(C1)C1=CC=CC=C1)C=C(C(=C2)CSCC(=O)O)OC)(=O)=O)CC